3-({4-[2-methyl-4-(4-methyl-1,2,4-triazol-3-yl)pyrazol-3-yl]-6-[1-oxo-4-(trifluoromethyl)-3H-isoindol-2-yl]pyridin-2-yl}amino)propanenitrile CN1N=CC(=C1C1=CC(=NC(=C1)N1C(C2=CC=CC(=C2C1)C(F)(F)F)=O)NCCC#N)C1=NN=CN1C